FC1=C(C=NS(=O)C(C)(C)C)C=C(C(=C1)C(F)(F)F)F N-(2,5-difluoro-4-(trifluoromethyl)benzylidene)-2-methylpropane-2-sulfinamide